1-benzyl-N5-((1R,3R)-3-hydroxycyclohexyl)-N3-methyl-2-oxo-1,2-dihydropyridine-3,5-dicarboxamide C(C1=CC=CC=C1)N1C(C(=CC(=C1)C(=O)N[C@H]1C[C@@H](CCC1)O)C(=O)NC)=O